tert-butyl N-(2-methoxy-4-methylsulfonyl-phenyl)carbamate COC1=C(C=CC(=C1)S(=O)(=O)C)NC(OC(C)(C)C)=O